C(C1=CC=CC=C1)(=O)OC[C@H]1[C@@H](CC1)CN1C2=C(OC[C@]3(CCCC4=CC(=CC=C34)Cl)C1)C=CC(=C2)C(=O)OC(C)(C)C tert-butyl (S)-5-(((1R,2R)-2-((benzoyloxy)methyl)cyclobutyl)methyl)-6'-chloro-3',4,4',5-tetrahydro-2H,2'H-spiro[benzo[b][1,4]oxazepine-3,1'-naphthalene]-7-carboxylate